[C@]1([C@@H]([C@](O)([C@@H](CO)O1)CCN)CCN)(N1C(=O)NC(=O)C=C1)CCN.CC(C)(C=C)S(=O)N1C(CCCC1)C=1NC(=CN1)C1=CC=C(C=C1)C 1-((2-methylbutan-3-en-2-yl)sulfinyl)-2-(5-(p-tolyl)-1H-imidazol-2-yl)piperidine 2'-deoxyuridinetriethylamine salt